P(OCOC(C(C)(C)C)=O)(OCOC(C(C)(C)C)=O)=O.P(OCOC(C(C)(C)C)=O)(OCOC(C(C)(C)C)=O)=O tetra(pivaloyloxymethyl) bisphosphonate